ClC=1C=C(C=C(C1N[C@@H](CSC1=CC=C(C=C1)F)CCN(C)C)C#N)S(=O)(=O)NC(=O)C1(CCCCC1)OC (R)-N-((3-chloro-5-cyano-4-((4-(dimethylamino)-1-((4-fluorophenyl)thio)butan-2-yl)amino)phenyl)sulfonyl)-1-methoxycyclohexane-1-carboxamide